rac-N-{(4aS,7S,8S)-8-[([1,1'-biphenyl]-3-yl)methyl]-2-methyl-1-oxooctahydro-1H-pyrido[1,2-c]pyrimidin-7-yl}methanesulfonamide C1(=CC(=CC=C1)C[C@H]1[C@H](CC[C@@H]2N1C(N(CC2)C)=O)NS(=O)(=O)C)C2=CC=CC=C2 |r|